2'-isopropyl-[1,1'-biphenyl] C(C)(C)C1=C(C=CC=C1)C1=CC=CC=C1